6-fluoro-7-(hydroxymethyl)-3-methylpyrazolo[1,5-a]quinoxalin FC1=C2N=CC=3N(C2=CC=C1CO)N=CC3C